O=C1N(CC2=C3C(=CC=C12)C1(CCN(CC1)CC=1C=2N(C=CC1)N=CC2)CO3)C3C(NC(CC3)=O)=O 3-(6-oxo-1'-(pyrazolo[1,5-a]pyridin-4-ylmethyl)-6,8-dihydro-2H,7H-spiro[furo[2,3-e]isoindole-3,4'-piperidin]-7-yl)piperidine-2,6-dione